C(C(C)(C)C)C1=CC=C(CC2=NOC(=N2)CC(C(=O)OC(C)(C)C)=C)C=C1 tert-butyl 2-((3-(4-neopentylbenzyl)-1,2,4-oxadiazol-5-yl)methyl)acrylate